BrC=1C=C(C(=NC1)N1C[C@@H](C[C@@H](C1)C)C)F 5-bromo-2-((3R,5S)-3,5-dimethylpiperidin-1-yl)-3-fluoropyridine